C=C(C[C@@H](C(=O)[O-])[NH3+])Cl The molecule is an L-alpha-amino acid zwitterion obtained from L-2-amino-4-chloropent-4-enoic acid by transfer of a proton from the carboxy group to the amino group. It is the major species at pH 7.3. It is a tautomer of a L-2-amino-4-chloropent-4-enoic acid.